tert.-amyl methyl ether COC(C)(C)CC